(±)-tert-Butyl (1S,5R,6S)-2-oxobicyclo[3.1.0]hexane-6-carboxylate O=C1[C@@H]2[C@H]([C@@H]2CC1)C(=O)OC(C)(C)C |r|